3,7-bis(diethylamino)phenoxazin-5-ium bis(2-ethylhexyl)sulfosuccinate C(C)C(CC(C(C(=O)[O-])S(=O)(=O)O)(C(=O)[O-])CC(CCCC)CC)CCCC.C(C)N(C=1C=CC2=NC3=CC=C(C=C3[O+]=C2C1)N(CC)CC)CC.C(C)N(CC)C=1C=CC2=NC3=CC=C(C=C3[O+]=C2C1)N(CC)CC